(1'R,2'R,4'S)-4-Butyl-5'-methyl-2'-(prop-1-en-2-yl)-1',2',3',4'-tetrahydro-[1,1'-biphenyl]-2,4',6-triol C(CCC)C=1C=C(C(=C(C1)O)[C@H]1[C@@H](C[C@@H](C(=C1)C)O)C(=C)C)O